2,4,6-trimethylbenzoyl-phenylphosphinic acid methyl ester COP(=O)(C1=CC=CC=C1)C(C1=C(C=C(C=C1C)C)C)=O